C(C1=CC=CC=C1)C=1NC(=NN1)C(=O)NC1=NC=CC(=C1)C1=C(C=C(C=C1)C#N)C 5-benzyl-N-(4-(4-cyano-2-methylphenyl)pyridin-2-yl)-4H-1,2,4-triazole-3-carboxamide